BrC(C(=O)OCC)C(C(=O)OCC)Br (trans)-Diethyl 2,3-dibromosuccinate